4,5-difluoro-3-(2-(pyrrolidin-1-yl)ethyl)-1H-indazole fumarate C(\C=C\C(=O)O)(=O)O.FC1=C2C(=NNC2=CC=C1F)CCN1CCCC1